C/C(/C(=O)OCC)=C\CCCC (E)-ethyl 2-methylhept-2-enoate